4-[4-[[2-methyl-5-[(1S,2S,3S,4R,5S)-2,3,4-trihydroxy-1-(1-hydroxy-1-methyl-ethyl)-6,8-dioxabicyclo[3.2.1]oct-5-yl]phenyl]methyl]phenyl]butanamide CC1=C(C=C(C=C1)[C@]12[C@@H]([C@H]([C@@H]([C@](CO1)(O2)C(C)(C)O)O)O)O)CC2=CC=C(C=C2)CCCC(=O)N